4-(dimethylamino)but-2-enamide 2,2,2-trifluoroacetate FC(C(=O)O)(F)F.CN(CC=CC(=O)N)C